methyl 4-((diethoxyphosphoryl)methyl)benzoate C(C)OP(=O)(OCC)CC1=CC=C(C(=O)OC)C=C1